FC(C=1C=C(COC2C=3C=CC(=CC3CCC2)/C=C/C(=O)O)C=C(C1)C(F)(F)F)(F)F (E)-3-(5-((3,5-bis(trifluoromethyl)benzyl)oxy)-5,6,7,8-tetrahydronaphthalen-2-yl)acrylic acid